1-(1-((4'-Amino-[1,1'-biphenyl]-4-yl)methyl)-1H-indol-5-yl)-5-methyl-1H-pyrazol-3-carboxamid NC1=CC=C(C=C1)C1=CC=C(C=C1)CN1C=CC2=CC(=CC=C12)N1N=C(C=C1C)C(=O)N